4-(3-chlorophenyl)-2-((6-((4-(3-chlorophenyl)-2-oxido-1,3,2-dioxaphosphinan-2-yl)oxy)-5'-methyl-4-pentyl-1',2',3',4'-tetrahydro-[1,1'-biphenyl]-2-yl)oxy)-1,3,2-dioxaphosphinane 2-oxide ClC=1C=C(C=CC1)C1OP(OCC1)(OC1=C(C(=CC(=C1)CCCCC)OP1(OCCC(O1)C1=CC(=CC=C1)Cl)=O)C1CCCC(=C1)C)=O